tert-butyl 4-bromo-5-fluoro-7-methyl-1H-indole-1-carboxylate BrC1=C2C=CN(C2=C(C=C1F)C)C(=O)OC(C)(C)C